CN1CCN(CC1)C1=CC(=NC=C1)C1=C2CNC(C2=CC=C1)=O 4-(4-(4-methylpiperazin-1-yl)pyridin-2-yl)isoindolin-1-one